sodium nickel selenide sodium [Na].[Ni]=[Se].[Na]